O.C(C1=CC(O)=C(O)C(O)=C1)(=O)O[C@H]1[C@H](OC(C2=CC(O)=C(O)C(O)=C2)=O)[C@@H](OC(C2=CC(O)=C(O)C(O)=C2)=O)[C@H](OC(C2=CC(O)=C(O)C(O)=C2)=O)[C@H](O1)COC(C1=CC(O)=C(O)C(O)=C1)=O Penta-O-galloyl-β-D-glucose hydrate